Hydroxyphenazine-7-carboxylic acid OC1=CC=CC2=NC3=CC(=CC=C3N=C12)C(=O)O